ClC1=C(C=CC(=C1)CNC=1N=NN(C1)CCCCNC1=NC2=C(C3=CN=CC=C13)C=CC(=C2)C(=O)N)C2=CC=CC=C2 5-((4-(4-(((2-Chloro-[1,1'-biphenyl]-4-yl)methyl)amino)-1H-1,2,3-triazol-1-yl)butyl)amino)benzo[c][2,6]naphthyridine-8-carboxamide